C=NC1=C(C(=O)O)C=CC(=C1C)C.C=CN(C=1C(C(=O)O)=CC=CC1)C methylenebis-methyl-anthranilate (Methylene bis-methyl-aminobenzoate)